isopropyl (R)-2-(6-(1-aminoethyl)-1-(cyclopropylmethyl)-5-fluoro-1H-indol-2-yl)-7-methoxy-1-methyl-1H-benzo[d]imidazole-5-carboxylate N[C@H](C)C1=C(C=C2C=C(N(C2=C1)CC1CC1)C1=NC2=C(N1C)C(=CC(=C2)C(=O)OC(C)C)OC)F